2-octylthio-4,6-di(3,5-di-t-butyl-4-hydroxyphenoxy)-s-triazine C(CCCCCCC)SC1=NC(=NC(=N1)OC1=CC(=C(C(=C1)C(C)(C)C)O)C(C)(C)C)OC1=CC(=C(C(=C1)C(C)(C)C)O)C(C)(C)C